2-(5-(6-(3-cyanopyrrolo[1,2-b]pyridazin-7-yl)-4-(isopropylamino)pyridin-3-yl)-1,3,4-thiadiazol-2-yl)acetic acid C(#N)C1=CC=2N(N=C1)C(=CC2)C2=CC(=C(C=N2)C2=NN=C(S2)CC(=O)O)NC(C)C